N-[5-bromo-6-(difluoromethyl)-2-pyridinyl]carbamic acid tert-butyl ester C(C)(C)(C)OC(NC1=NC(=C(C=C1)Br)C(F)F)=O